ClC=1C=C(C=CC1N1CCN(CC1)C(CC)=O)NC(CC1=CC=CC=C1)=O N-[3-chloro-4-(4-propionyl-1-piperazinyl)phenyl]-2-phenylacetamide